C1(=CC=CC=C1)CC(=O)[O-].[Cu+2].C1(=CC=CC=C1)CC(=O)[O-] cupric phenylacetate